4-(chloromethyl)-N-(1-(4-methoxyphenyl)-9-methyl-9H-pyrido[3,4-b]indol-3-yl)benzamide ClCC1=CC=C(C(=O)NC2=CC3=C(N(C4=CC=CC=C34)C)C(=N2)C2=CC=C(C=C2)OC)C=C1